CC(C)(CC(CC)(C)C)C 2,2,4,4-tetramethylhexane